NC1=C(C(=NC(=C1Cl)Cl)C(=O)OC)Cl Methyl 4-amino-3,5,6-trichloropicolinate